N1C(N)=NC=2N=NNC2C1=O aza-guanine